ClC1=NC=C(C=C1C(=O)NC1CC1)OCC(C)(NS(=O)(=O)C(F)(F)F)C 2-chloro-N-cyclopropyl-5-[2-methyl-2-(trifluoromethylsulfonylamino)propoxy]pyridine-3-carboxamide